FC=1C=C2CCC[C@H](C2=CC1)N (R)-6-fluoro-1,2,3,4-tetrahydronaphthalene-1-amine